C(C)N(CC)[SiH3] bis(ethyl)aminosilane